trans-3-(aminomethyl)-7-[4-[6-chloro-4-[1,4-dioxan-2-yl(difluoro)methyl]-2-pyridyl]piperazin-1-yl]sulfonyl-3a,4-dihydro-3H-oxazolo[4,3-c][1,4]benzoxazin-1-one NC[C@@H]1OC(N2[C@@H]1COC1=C2C=CC(=C1)S(=O)(=O)N1CCN(CC1)C1=NC(=CC(=C1)C(F)(F)C1OCCOC1)Cl)=O